C(C)(C)(C)OC(=O)NC(C(=O)O)CC1=CC=C(C=C1)CO 2-((tert-butoxycarbonyl)amino)-3-(4-(hydroxymethyl)phenyl)propanoic acid